C(CCCCC)N(C(CCCN(C(CCCCCCCCC(=O)OCC(CCCCCC)CCCC)CCCCCCCCC(=O)OCC(CCCCCC)CCCC)CCCN(C)C)=O)CCCCCC BIS(2-BUTYLOCTYL) 10-((4-(DIHEXYLAMINO)-4-OXOBUTYL)(3-(DIMETHYLAMINO)PROPYL)AMINO)NONADECANEDIOATE